FC=1C=C(C=CC1)C#CC=1C=C2CCC(C2=CC1)N1C[C@H](CC1)C(=O)O (3S)-1-(5-((3-fluorophenyl)ethynyl)-2,3-dihydro-1H-inden-1-yl)pyrrolidine-3-carboxylic acid